C(C)(C)(C)OC(=O)N1C(CN(CC1)C=1C2=C(N=C(N1)OC[C@H]1N(CCC1)C)C(=C(N=C2)Cl)F)CC#N 4-(7-chloro-8-fluoro-2-(((S)-1-methylpyrrolidin-2-yl)methoxy)pyrido[4,3-d]Pyrimidin-4-yl)-2-(cyanomethyl)piperazine-1-carboxylic acid tert-butyl ester